FC1(C(C1)OCCNC(C1=NC=C(C=C1)N1CCNCC1)=O)F N-(2-(2,2-difluorocyclopropoxy)ethyl)-5-(piperazin-1-yl)picolinamide